NCCCCN1C2=C(N(C(C3=C1C=C(C=C3)Cl)=O)CCOCC#C)C=CC=C2 5-(4-aminobutyl)-3-chloro-10-[2-(prop-2-yn-1-yloxy)ethyl]-5,10-dihydro-11H-dibenzo[b,e][1,4]diazepin-11-one